3,5-bis(1,1-dimethyloctadecyl)-4-hydroxyphenylpropionate CC(CCCCCCCCCCCCCCCCC)(C)C=1C=C(C=C(C1O)C(CCCCCCCCCCCCCCCCC)(C)C)OC(CC)=O